((4-methyl-1,2-phenylene)bis(oxy))bis(undecan-1-ol) CC1=CC(=C(C=C1)OCCCCCCCCCCCO)OCCCCCCCCCCCO